3-amino-4-(7-fluoro-1H-indazol-4-yl)-6-(oxan-4-yloxy)-1H-1,7-phenanthrolin-2-one NC=1C(NC2=C3C=CC=NC3=C(C=C2C1C1=C2C=NNC2=C(C=C1)F)OC1CCOCC1)=O